(2-(4-(methylsulfonyl)piperazin-1-yl)pyrimidin-5-yl)boronic acid CS(=O)(=O)N1CCN(CC1)C1=NC=C(C=N1)B(O)O